SC(CC(=O)OCCOCCOC(CC(CC)S)=O)CC diethylene glycol bis(3-mercaptovalerate)